N=1C=NN2C1C(=CC=C2)CCC[C@H]2C[C@@H]1N(CCN(C1)C=1C=NC(=CC1)C)C2=O (7S,8aS)-7-(3-([1,2,4]triazolo[1,5-a]pyridin-8-yl)propyl)-2-(6-methylpyridin-3-yl)hexahydropyrrolo[1,2-a]pyrazin-6(2H)-one